2',3-dichloro-N-(5-chloro-6-(2H-1,2,3-triazol-2-yl)pyridin-3-yl)-[1,1'-biphenyl]-4-carboxamide ClC1=C(C=CC=C1)C1=CC(=C(C=C1)C(=O)NC=1C=NC(=C(C1)Cl)N1N=CC=N1)Cl